(E)-ethyl 3-(2-ethyl-7-fluoro-3-(4-fluorophenyl)-4-oxo-3,4-dihydroquinazolin-6-yl)acrylate C(C)C1=NC2=CC(=C(C=C2C(N1C1=CC=C(C=C1)F)=O)/C=C/C(=O)OCC)F